C(C)(C)(C)OC(=O)NC=1C(=C(C=C2C=C(N=CC12)NC1=CC=C2CCN(CC2=C1)C)C1=C(C2=C(OCCN2C(=O)[O-])N=C1)C)F 7-(8-((tert-butoxycarbonyl)amino)-7-fluoro-3-((2-methyl-1,2,3,4-tetrahydroisoquinolin-7-yl)amino)isoquinolin-6-yl)-8-methyl-2,3-dihydro-1H-pyrido[2,3-b][1,4]oxazine-1-carboxylate